ethyl (2,4,6-trimethylbenzoylphenyl) phosphonate P(OCC)(OC1=C(C=CC=C1)C(C1=C(C=C(C=C1C)C)C)=O)=O